(3S,4R)-4-{[5-chloro-7-(1-ethylcyclobutyl)-6-iodopyrrolo[2,1-f][1,2,4]triazin-2-yl]amino}oxan-3-ol ClC=1C(=C(N2N=C(N=CC21)N[C@H]2[C@@H](COCC2)O)C2(CCC2)CC)I